FC1=C(C(=CC(=C1)C1NCCC1)C)C=1C=C2C(=CN1)NN=C2C2=CC=C(C(=O)NC)C=C2 4-(5-(2-fluoro-6-methyl-4-(pyrrolidin-2-yl)phenyl)-1H-pyrazolo[3,4-c]pyridin-3-yl)-N-methylbenzamide